[NH+]=1NN=NC1.N1=NN=NC1=C1N=NN=N1 bitetrazole, tetrazolium salt